C(C)(C)(C)OC(N(C)C1OCC1C1=C2C=NN(C2=CC(=C1)C1=CC=C(C=C1)O)C1OCCCC1)=O N-[3-[6-(4-hydroxyphenyl)-1-tetrahydropyran-2-yl-indazol-4-yl]oxetanyl]-N-methyl-carbamic acid tert-butyl ester